tert-butyl (3aR,5r,6aS)-5-(4-methylpiperidin-1-yl)hexahydrocyclopenta[c]pyrrole-2(1H)-carboxylate CC1CCN(CC1)C1C[C@@H]2[C@@H](CN(C2)C(=O)OC(C)(C)C)C1